C(CC1=CC=CC=C1)SCCC(=O)OCCCC butyl 3-(phenethylthio)propanoate